COC1=CC=C(C=C1)C(C1=CC=CC=C1)(C1=CC=C(C=C1)OC)N[C@H](C(=O)NP(OC[C@H]1OC[C@H](O1)N1C(N=C(C=C1)N)=O)(O)=O)C ((2S,4S)-4-(4-amino-2-oxopyrimidin-1(2H)-yl)-1,3-dioxolan-2-yl)methyl hydrogen ((S)-2-((bis(4-methoxyphenyl)(phenyl)methyl)amino)propanoyl)phosphoramidate